CC1=C(C=CC=C1N=C=O)N=C=O 1-Methyl-2,6-phenylene diisocyanate